CC(C#CC)(O)C 1,1-dimethyl-2-butyne-1-ol